FC=1C=CC(=C(CC=2N(C=3C(=C4CC[C@@H](N(C4=CC3)C(=O)OC)C)N2)C2CCCCC2)C1)OC (1R,3R)-3-((S)-2-(5-Fluoro-2-methoxybenzyl)-6-(methoxycarbonyl)-7-methyl-6,7,8,9-tetrahydro-3H-imidazo[4,5-f]chinolin-3-yl)cyclohexan